C(#CCC)C1=C(ON2NNC=C2C(=O)O)C=CC=C1 3-(but-1-ynylphenoxy)-1H-1,2,3-triazole-4-carboxylic acid